N[C@H](C)C1=CC(=NC2=CC=CC=C12)C=1C=C(N(C1)C)C(=O)OC methyl (R)-4-(4-(1-aminoethyl)quinolin-2-yl)-1-methyl-1H-pyrrole-2-carboxylate